4-Cyclooctylaminobutan C1(CCCCCCC1)NCCCC